(E)-2-(2-(aminomethyl)-3-fluoroallyl)-5-methyl-2,5,6,7-tetrahydro-4H-pyrazolo[4,3-c]pyridin-4-one hydrochloride Cl.NC/C(/CN1N=C2C(C(N(CC2)C)=O)=C1)=C\F